C1(CC1)C(=O)NC=1C=C2C(=CN=C(C2=CN1)NC)C1=NN2C(C=CC(=C2)N2CC3CN(CC(C2)C3)C(=O)OC(C)(C)C)=N1 tert-butyl 7-(2-(6-(cyclopropanecarboxamido)-1-(methylamino)-2,7-naphthyridin-4-yl)-[1,2,4]triazolo[1,5-a]pyridin-6-yl)-3,7-diazabicyclo[3.3.1]nonane-3-carboxylate